CC=1N=CC(=NC1)CNC=1N=C(N=C2NN=CC12)C ((5-Methyl-2-pyrazinyl)methyl)(3-methyl-2,4,8,9-tetrazabicyclo[4.3.0]nona-1,3,5,7-tetraen-5-yl)amine